C(C)(C)(C)[Si](OCCC1=CSC=C1)(C1=CC=CC=C1)C1=CC=CC=C1 Tert-butyldiphenyl-(2-(thiophen-3-yl)ethoxy)silane